5-(4-(4-(8-Bromoquinoxalin-2-yl)-1H-pyrazol-1-yl)piperidin-1-yl)-N-((2-(2,6-dioxopiperidin-3-yl)-1-oxoisoindolin-5-yl)methyl)-5-oxopentanamide BrC=1C=CC=C2N=CC(=NC12)C=1C=NN(C1)C1CCN(CC1)C(CCCC(=O)NCC=1C=C2CN(C(C2=CC1)=O)C1C(NC(CC1)=O)=O)=O